8-chloro-N-(3-chloro-4-fluorophenyl)-6-hydroxy-7-methoxyquinazolin-4-amine ClC=1C(=C(C=C2C(=NC=NC12)NC1=CC(=C(C=C1)F)Cl)O)OC